N-{(3R)-1-[(1R,2R)-2-(2',6'-difluoro[1,1'-biphenyl]-2-yl)cyclopropane-1-carbonyl]-4,4-difluoropiperidin-3-yl}methanesulfonamide FC1=C(C(=CC=C1)F)C1=C(C=CC=C1)[C@H]1[C@@H](C1)C(=O)N1C[C@H](C(CC1)(F)F)NS(=O)(=O)C